Methyl (2-(4-((tert-butoxycarbonyl)amino)cyclohexyl)thiazole-4-carbonyl)-L-seryl-L-serinate C(C)(C)(C)OC(=O)NC1CCC(CC1)C=1SC=C(N1)C(=O)N[C@@H](CO)C(=O)N[C@@H](CO)C(=O)OC